2-chloro-4-[(2-fluoro-4-chlorobenzyl)amino]pyrimidin-5-carboxamide ClC1=NC=C(C(=N1)NCC1=C(C=C(C=C1)Cl)F)C(=O)N